C(#N)C1=CCCCC1 4-cyanocyclohex-3-ene